BrC=1C=CC2=C(N=C(O2)NC[C@@H]2CN(CC2)C(=O)OC(C)(C)C)C1 Tert-butyl (R)-3-(((5-bromobenzo[d]oxazol-2-yl)amino)methyl)pyrrolidine-1-carboxylate